OCC1=CC2=C(N=CC=C2C=O)N1 2-(hydroxymethyl)-1H-pyrrolo[2,3-b]pyridine-4-carbaldehyde